BrC1=CC=C(C(=O)C=2C(=CC(N(N2)C2=C(C=CC=C2O)F)=O)O)C=C1 6-(4-bromobenzoyl)-2-(2-fluoro-6-hydroxyphenyl)-5-hydroxypyridazin-3(2H)-one